4-(2-(2-methoxymethoxy-4-fluorophenyl)-2-hydroxy-phenethyl)-pyridine COCOC1=C(C=CC(=C1)F)C1(C(CCC2=CC=NC=C2)C=CC=C1)O